ClC1=CC=C(C=C1)CC(=NO)NC(CC=1C=C2CN(C(C2=CC1)=O)C1C(NC(CC1)=O)=O)=O N-(2-(4-chlorophenyl)-1-(hydroxyimino)ethyl)-2-(2-(2,6-dioxopiperidin-3-yl)-1-oxoisoindolin-5-yl)acetamide